N-((3R,4S)-7-fluoro-3-((R)-2-methylmorpholino)chroman-4-yl)-6-(trifluoromethyl)-7H-pyrrolo[2,3-d]pyrimidin-4-amine FC1=CC=C2[C@@H]([C@H](COC2=C1)N1C[C@H](OCC1)C)NC=1C2=C(N=CN1)NC(=C2)C(F)(F)F